CC=1N(N=C2C3=C(CC4(C12)CC4)OC(=C3)C(=O)NCC3=NN(C=C3)C)CC3=NC=CC=C3 Methyl-N-[(1-methyl-1H-pyrazol-3-yl)methyl]-2'-(pyridin-2-ylmethyl)-2',5'-dihydrospiro[cyclopropane-1,4'-furo[2,3-g]indazole]-7'-carboxamide